FC1=CC(=NC(=C1C(F)(F)F)OC)C=1C=NC(=CC1)OC 4-fluoro-6-methoxy-2-(6-methoxy-3-pyridinyl)-5-trifluoromethylpyridine